N-(2,3-di(tetradecanoyloxy)propyl)-N,N,N-trimethylammonium chloride [Cl-].C(CCCCCCCCCCCCC)(=O)OC(C[N+](C)(C)C)COC(CCCCCCCCCCCCC)=O